(2R,3R,4R,5S)-5-[[6-[2-[2-[2-(2-aminoethoxy)ethoxy]ethoxy]-1,1-difluoro-ethyl]pyrazin-2-yl]amino]-2-(hydroxymethyl)tetrahydropyran-3,4-diol NCCOCCOCCOCC(F)(F)C1=CN=CC(=N1)N[C@@H]1[C@H]([C@H]([C@H](OC1)CO)O)O